ClC1=C(C=C2C(=NC(N3C2=C1SC[C@@H]3COCC)=O)N3C[C@@H](N([C@@H](C3)C)C(=O)OC(C)(C)C)C)C(F)(F)F (2S,6R)-tert-butyl 4-((S)-10-chloro-3-(ethoxymethyl)-5-oxo-9-(trifluoromethyl)-3,5-dihydro-2H-[1,4]thiazino[2,3,4-ij]quinazolin-7-yl)-2,6-dimethylpiperazine-1-carboxylate